ClC1=NC=C(C(=N1)C1=CC=2C(N(CCC2S1)C(C(=O)OC(C)(C)C)C)=O)Cl tert-Butyl 2-(2-(2,5-dichloropyrimidin-4-yl)-4-oxo-6,7-dihydrothieno[3,2-c]pyridin-5(4H)-yl)propionate